C(C)N1[C@H](CCC1)C(=O)NCC1=C(C=CC(=C1)F)S(=O)(=O)NC1=C(C2=C([C@@H]3[C@H](CO2)C3)C=C1)C(=O)O |&1:26,27| (1aRS,7bSR)-5-(2-{[((R)-1-ethylpyrrolidin-2-yl)carbonyl-amino]methyl}-4-fluorobenzenesulfonylamino)-1,1a,2,7b-tetrahydrocyclopropa[c]benzopyran-4-carboxylic acid